(2-chloro-6-fluorophenyl)-6-(4-ethyl-3-(hydroxymethyl)-5-oxo-4,5-dihydro-1H-1,2,4-triazol-1-yl)-7-fluoro-4-(1-methylcyclopropyl)isoquinolin-1(2H)-one ClC1=C(C(=CC=C1)F)N1C(C2=CC(=C(C=C2C(=C1)C1(CC1)C)N1N=C(N(C1=O)CC)CO)F)=O